3-(aminomethyl)-3-methyl-6-(pyrimidin-4-ylamino)-2,3-dihydroimidazo[1,5-a]pyridine-1,5-dione NCC1(NC(C=2N1C(C(=CC2)NC2=NC=NC=C2)=O)=O)C